(Z)-3-((tert-butylamino)methylene)-2-(1H-indol-3-yl)chroman-4-one C(C)(C)(C)N\C=C/1\C(OC2=CC=CC=C2C1=O)C1=CNC2=CC=CC=C12